C(\C=C(\C)/CC\C=C(\C)/CCC=C(C)C)OP(O)(=O)OP(=O)(O)O.OC(C)(C)C=1C=C(OC1)S(=O)(=O)N 4-(2-hydroxy-2-propyl)furan-2-sulfonamide (2Z,6Z)-farnesyl-diphosphate